2-ethyl-2-fluorobutanamide C(C)C(C(=O)N)(CC)F